OC1=C(C=C(C=C1C(CC(C)(C)C)(C)C)C(C1=CC=CC=C1)(C)C)N1N=C2C(=N1)C=CC=C2 2-[2'-hydroxy-3'-(1,1,3,3-tetramethylbutyl)-5'-(α,α-dimethylbenzyl)-phenyl]benzotriazole